FC1=CC(=C(OC2=NC=C(C=C2C(=O)NC2=CC(=CC=C2)S(=O)(=O)C)C(F)(F)F)C=C1)C 2-(4-fluoro-2-methyl-phenoxy)-N-(3-methylsulfonylphenyl)-5-(trifluoromethyl)pyridine-3-carboxamide